COC=1C(=NC=CC1C1=NN(C=N1)C)NC1=C(N=NC(=C1)NC1=NC=C(C=C1)N1CCOCC1)C(=O)NC([2H])([2H])[2H] 4-{[3-Methoxy-4-(1-methyl-1H-1,2,4-triazol-3-yl)pyridin-2-yl]amino}-N-(2H3)methyl-6-{[5-(morpholin-4-yl)pyridin-2-yl]amino}pyridazin-3-carboxamid